FC1=C(C=C(C=C1)NC(=O)NC1=CC(=CC=C1)C(F)(F)F)C(=O)C=1C=C2N=CC=NC2=CC1 1-(4-fluoro-3-(quinoxaline-6-carbonyl)phenyl)-3-(3-(trifluoromethyl)phenyl)urea